CC=1C(=C2C=NN(C2=CC1)C1OCCCC1)C1=C(C=NC2=CC=CC=C12)C#C[Si](C)(C)C 4-(5-methyl-1-(tetrahydro-2H-pyran-2-yl)-1H-indazol-4-yl)-3-((trimethylsilyl)ethynyl)-quinoline